(S)-2,3-diaminopropanoic acid N[C@H](C(=O)O)CN